5-(5-((1,3-dioxo-1,3-dihydro-2H-inden-2-ylidene)methyl)furan-2-yl)-2-hydroxybenzoic acid O=C1C(C(C2=CC=CC=C12)=O)=CC1=CC=C(O1)C=1C=CC(=C(C(=O)O)C1)O